C(C)(C)[C@@H]1CN=C2N1C1=CC=C(C=C1C(N2CC2=CC(=NO2)C)=O)S(=O)(=O)NC2(CC2)C (R)-1-isopropyl-N-(1-methylcyclopropyl)-4-((3-methylisoxazol-5-yl)methyl)-5-oxo-1,2,4,5-tetrahydroimidazo[1,2-a]quinazoline-7-sulfonamide